FC1=C(C(=O)N)C=CC(=C1)C(F)(F)F fluoro-4-trifluoromethyl-benzamide